FC(C=1C=C(C=C(C1)C(F)(F)F)C1=CC=C(C=C1)C=1C(=NC2=CC(=C(C=C2C1C1=CC(=CC(=C1)C(F)(F)F)C(F)(F)F)Cl)OC)C)(F)F 3-(3',5'-bis(trifluoromethyl)-[1,1'-biphenyl]-4-yl)-4-(3,5-bis(trifluoromethyl)phenyl)-6-chloro-7-methoxy-2-methylquinoline